[Si](C)(C)(C(C)(C)C)OC[C@H](CCC=C)S(=O)(=O)N (S)-1-((TERT-BUTYLDIMETHYLSILYL)OXY)HEX-5-ENE-2-SULFONAMIDE